C(#N)C1=CC(=C(COC2=CC=CC(=N2)OC2CCN(CC2)CC2=NC3=C(N2C[C@H]2OCC2)C=C(C=C3)C(=O)OC)C=C1)F methyl (S)-2-((4-((6-((4-cyano-2-fluorobenzyl)oxy)pyridin-2-yl)oxy)piperidin-1-yl)methyl)-1-(oxetan-2-ylmethyl)-1H-benzo[d]imidazole-6-carboxylate